FC1=C(C=CC=C1F)[C@@H]1COC2=CC(=CC=C2[C@@H]1C1=CC(=C(C=C1)N1CCC(CC1)C=O)F)O 1-(4-((3R,4S)-3-(2,3-difluorophenyl)-7-hydroxychroman-4-yl)-2-fluorophenyl)piperidine-4-carbaldehyde